neodymium (2-ethylhexyl)(n-nonylphenyl) phosphate P(=O)(OC1=C(C(=CC=C1)CC(CCCC)CC)CCCCCCCCC)([O-])[O-].[Nd+3].C(C)C(CC=1C(=C(C=CC1)OP(=O)([O-])[O-])CCCCCCCCC)CCCC.C(C)C(CC=1C(=C(C=CC1)OP(=O)([O-])[O-])CCCCCCCCC)CCCC.[Nd+3]